3-(6-chloro-7-(3,3-difluoroazetidine-1-yl)-[1,2,4]triazolo[4,3-b]pyridazine-3-yl)-5-methylisoxazole ClC=1C(=CC=2N(N1)C(=NN2)C2=NOC(=C2)C)N2CC(C2)(F)F